[1,4]-benzodiazepin N1C=CN=CC2=C1C=CC=C2